C(C1=CC=CC=C1)[Al]CC benzylethyl-aluminum